1-(tert-Butyl) 2-methyl 2-(3-chloropropyl)-2,5-dihydro-1H-pyrrole-1,2-dicarboxylate ClCCCC1(N(CC=C1)C(=O)OC(C)(C)C)C(=O)OC